OC1CC(CCC1)C1=CC=C(C=C1[O-])C(C)(CCCCC)C.CC1=CC=2N(C=C1C=1C=NN(C1)C)C(=CN2)C(=O)C2=CC=C(C=C2)[N+](=O)[O-] (7-methyl-6-(1-methyl-1H-pyrazol-4-yl)imidazo[1,2-a]pyridin-3-yl)(4-nitrophenyl)methanone 6-(3-hydroxycyclohexyl)-3-(2-methylhept-2-yl)phenolate